NC=1C(=C(C2=C(OCO2)C1)Cl)C(CCl)=O 1-(6-amino-4-chlorobenzo[d][1,3]dioxol-5-yl)-2-chloroethan-1-one